2-((1-(3-fluorobenzyl)piperidin-4-yl)ethyl)-1H-benzisoquinoline-1,3(2H)-dione FC=1C=C(CN2CCC(CC2)CCN2C(C3=C4C(=CC=C3CC2=O)C=CC=C4)=O)C=CC1